ClC1=CC(=C(N=N1)C(=O)NC([2H])([2H])[2H])NC1=C(C(=NC=C1)C1=NN(N=C1)C1CC1)OC 6-chloro-4-((2-(2-cyclopropyl-2H-1,2,3-triazol-4-yl)-3-methoxypyridin-4-yl)amino)-N-(methyl-d3)pyridazine-3-carboxamide